C1(CCCCC1)C(C(=O)NC1CCCCC1)N1C(=NC2=C1C=CC=C2)C=2N(N=C(C2)C)CC 2,N-dicyclohexyl-2-[2-(2-ethyl-5-methyl-2H-pyrazol-3-yl)-benzimidazol-1-yl]-acetamide